3-butoxy-1,2-propanediol C(CCC)OCC(CO)O